3-(2-isopropylphenyl)azetidine-1-carboxylic acid tert-butyl ester C(C)(C)(C)OC(=O)N1CC(C1)C1=C(C=CC=C1)C(C)C